(4-(1H-pyrrol-3-yl)phenyl)methylamine N1C=C(C=C1)C1=CC=C(C=C1)CN